tert-butyl (2S,6R)-4-(2-acrylamido-4-((6-((R)-3-(3'-fluoro-[1,1'-biphenyl]-3-yl)isoxazolidin-2-yl)pyrimidin-4-yl)amino)-5-methoxyphenyl)-2,6-dimethylpiperazine-1-carboxylate C(C=C)(=O)NC1=C(C=C(C(=C1)NC1=NC=NC(=C1)N1OCC[C@@H]1C=1C=C(C=CC1)C1=CC(=CC=C1)F)OC)N1C[C@@H](N([C@@H](C1)C)C(=O)OC(C)(C)C)C